BrCC(=O)C1=CC2=C(C=CC=C2C=C1)F 2-bromo-1-(8-fluoronaphthalen-2-yl)ethanone